2-[Bis-(4-methoxybenzyl)amino]-4,6-dimethoxy-5-pyrimidinol COC1=CC=C(CN(C2=NC(=C(C(=N2)OC)O)OC)CC2=CC=C(C=C2)OC)C=C1